tert-butyl 3-(3-chlorophenyl)-4-[4-nitro-2-(2-oxa-7-azaspiro[3.4]octan-7-yl)benzoyl]piperazine-1-carboxylate ClC=1C=C(C=CC1)C1CN(CCN1C(C1=C(C=C(C=C1)[N+](=O)[O-])N1CCC2(COC2)C1)=O)C(=O)OC(C)(C)C